ClC=1N=C2C=CC(=NC2=CC1)N1CC(CC1)N(C(OC(C)(C)C)=O)C1CCC1 Tert-butyl N-[1-(6-chloro-1,5-naphthyridin-2-yl) pyrrolidin-3-yl]-N-cyclobutylcarbamate